5-(4-aminoimidazo[2,1-f][1,2,4]triazin-7-yl)-1,2,4-oxadiazole NC1=NC=NN2C1=NC=C2C2=NC=NO2